CSC1=CC=C(C(=N1)C1=CC=CC=C1)[N+](=O)[O-] 6-(methylthio)-3-nitro-2-phenylpyridine